4-((1H-Pyrrolo[2,3-b]pyridin-4-yl)amino)-N-(4-(4-methylpiperazin-1-yl)phenyl)-2-oxo-1,2-dihydropyridine-3-carboxamide N1C=CC=2C1=NC=CC2NC2=C(C(NC=C2)=O)C(=O)NC2=CC=C(C=C2)N2CCN(CC2)C